N-[3-[(E)-3-(4-Hydroxyphenyl)-3-oxoprop-1-enyl]phenyl]-4-methoxybenzamide OC1=CC=C(C=C1)C(/C=C/C=1C=C(C=CC1)NC(C1=CC=C(C=C1)OC)=O)=O